C(C)(C)(C)OC(=O)N1CC(C1)[C@@H]1CN(CCC1)CCNS(NC(=O)OC(C)(C)C)(=O)=O (R)-3-(1-(2-((N-(tert-butoxycarbonyl)sulfamoyl)amino)ethyl)piperidin-3-yl)azetidine-1-carboxylic acid tert-butyl ester